3-((4-(((2-Bromo-5-(trifluoromethyl)pyrazolo[1,5-a]pyrimidin-7-yl)amino)methyl)-4-phenylcyclohexyl)amino)propanenitrile BrC1=NN2C(N=C(C=C2NCC2(CCC(CC2)NCCC#N)C2=CC=CC=C2)C(F)(F)F)=C1